OC1=C(C=CC=C1)O ortho-dihydroxyl-benzene